FC1=C(C(=CC=C1)F)O 2,6-difluoro-phenol